(R)-2-methylpentanol C[C@@H](CO)CCC